3-(Benzyloxy)-5-hydroxybenzoic acid methyl ester COC(C1=CC(=CC(=C1)O)OCC1=CC=CC=C1)=O